tert-butyl 4-(2'-oxo-3-((tetrahydro-2H-pyran-2-yl)oxy)spiro[cyclobutane-1,3'-indolin]-6'-yl)piperidine-1-carboxylate O=C1NC2=CC(=CC=C2C12CC(C2)OC2OCCCC2)C2CCN(CC2)C(=O)OC(C)(C)C